2-amino-2-(3-methoxy-(5-tert-butyl)-phenyl)ethan-1-ol NC(CO)C1=CC(=CC(=C1)C(C)(C)C)OC